(3-fluoro-4-((2-keto-1-(tetrahydro-2H-pyran-4-yl)-2,3-dihydro-1H-imidazo[4,5-b]pyridin-7-yl)oxy)phenyl)-1-(3-fluoropyridin-2-yl)-5-(trifluoromethyl)-1H-pyrazole-4-carboxamide FC=1C=C(C=CC1OC1=C2C(=NC=C1)NC(N2C2CCOCC2)=O)C2=NN(C(=C2C(=O)N)C(F)(F)F)C2=NC=CC=C2F